COC=1C(=CC2=CN(N=C2C1)CC1COCC1)C(=O)NC1=NC(=CC=C1)OC 6-methoxy-N-(6-methoxypyridin-2-yl)-2-((tetrahydrofuran-3-yl)methyl)-2H-indazole-5-carboxamide